BrC=1C=C(C=C2CCCN(C12)C1CN(CC1)C(=O)OC(C)(C)C)C(F)(F)F tert-butyl 3-(8-bromo-6-(trifluoromethyl)-3,4-dihydroquinolin-1(2H)-yl)pyrrolidine-1-carboxylate